2-[[tert-butyl-(dimethyl)silyl]oxymethyl]-2,3-dihydro-1H-indene-4-carbonitrile C(C)(C)(C)[Si](OCC1CC=2C=CC=C(C2C1)C#N)(C)C